2-(2-hydroxy-3-tert-butyl-5-acryloyloxy-tolyl)-2H-benzotriazole OC1=C(C=C(C(=C1C(C)(C)C)N1N=C2C(=N1)C=CC=C2)OC(C=C)=O)C